[2-(2,3-difluoropropoxy)pyridin-4-yl]methylamine dihydrochloride Cl.Cl.FC(COC1=NC=CC(=C1)CN)CF